N-(4-((2,2-difluorocyclopentyl)oxy)-3-fluorophenyl)-2-(4-azaspiro[2.4]heptan-4-yl)-5-(2,2,2-trifluoroethyl)oxazole-4-carboxamide FC1(C(CCC1)OC1=C(C=C(C=C1)NC(=O)C=1N=C(OC1CC(F)(F)F)N1C2(CC2)CCC1)F)F